2-[2-(2-hydroxy-5-fluorophenyl)-phenethyl]-N-methylpiperidine OC1=C(C=C(C=C1)F)C1=C(CCC2N(CCCC2)C)C=CC=C1